CC1=CC=C2C(=N1)NC=C2C=2C=C1C(=NC=NC1=CC2)NC[C@H](O)C2=CC=CC=C2 (R)-2-((6-(6-methyl-1H-pyrrolo[2,3-b]pyridin-3-yl)quinazolin-4-yl)amino)-1-phenylethan-1-ol